(S)-4,5-dimethyl-2-(((6-((3-(trifluoromethyl)-1H-pyrazol-1-yl)methyl)pyridin-3-yl)methyl)amino)-4,5,9,10-tetrahydro-6H,8H-pyrido[3,2,1-de]pteridin-6-one CN1[C@H](C(N2C3=C(N=C(N=C13)NCC=1C=NC(=CC1)CN1N=C(C=C1)C(F)(F)F)CCC2)=O)C